4-tolunitrile C1(=CC=C(C=C1)C#N)C